5-chloro-4-(1,4-oxaazepan-4-yl)-2-(4-pyridinyl)-1H-pyrimidin-6-one ClC1=C(N=C(NC1=O)C1=CC=NC=C1)N1CCOCCC1